benzyl (3S,6R)-3-(((benzyloxy)carbonyl)amino)-6-hydroxyazocane-1-carboxylate C(C1=CC=CC=C1)OC(=O)N[C@@H]1CN(CC[C@@H](CC1)O)C(=O)OCC1=CC=CC=C1